C12CN(CC(CC1)N2)C=2C(=C1CN(C(C1=CC2)=O)C2C(NC(CC2)=O)=O)F 3-(5-(3,8-diazabicyclo[3.2.1]octan-3-yl)-4-fluoro-1-oxoisoindolin-2-yl)piperidine-2,6-dione